FC(C1(CC1)S(=O)(=O)NC(C(C)C)=O)F N-((1-(difluoromethyl)cyclopropyl)sulfonyl)-2-methylpropanamide